3-(2-fluorophenoxy)-N-[1-[2-[3-methyl-3-(4-methyl-2-nitro-phenoxy)-1-piperidyl]-2-oxo-ethyl]pyrazol-4-yl]propanamide FC1=C(OCCC(=O)NC=2C=NN(C2)CC(=O)N2CC(CCC2)(OC2=C(C=C(C=C2)C)[N+](=O)[O-])C)C=CC=C1